L-1-phenyl-3,4-dihydroisoquinoline Methyl-4-[[(1R)-1-[3,6-dimethyl-2-(2-methylindazol-5-yl)-4-oxo-chromen-8-yl]ethyl]amino]-6-methyl-2-oxo-1H-pyridine-3-carboxylate COC(=O)C=1C(NC(=CC1N[C@H](C)C=1C=C(C=C2C(C(=C(OC12)C1=CC2=CN(N=C2C=C1)C)C)=O)C)C)=O.C1(=CC=CC=C1)C1=NCCC2=CC=CC=C12